3,7b-dimethyl-2-phenyl-2a,7b-dihydro-3H-cyclobuta[b]indole CN1C2C(C=3C=CC=CC13)(C=C2C2=CC=CC=C2)C